(s)-2,2,2-Trifluoroethanol FC(CO)(F)F